2-(3,9-diazabicyclo[3.3.1]nonan-3-yl)-5-chloro-7-(pyridin-2-yl)-4-(trifluoromethyl)benzo[d]oxazole C12CN(CC(CCC1)N2)C=2OC1=C(N2)C(=C(C=C1C1=NC=CC=C1)Cl)C(F)(F)F